di(2-ethylphenyl) phosphonate P(OC1=C(C=CC=C1)CC)(OC1=C(C=CC=C1)CC)=O